FC(C=1C=C(C=C2C=CC=NC12)B(O)O)(F)F 8-TRIFLUOROMETHYLQUINOLINE-6-BORONIC ACID